BrC(C(=O)OCC)C(=O)C1=NC=CC=C1C Ethyl 2-bromo-3-(3-methylpyridin-2-yl)-3-oxopropionate